CC1=CC=CC2=C(C=CC=C12)C(C)C methyl-5-propan-2-ylnaphthalen